9-(4,6-diphenyl-pyrimidin-2-yl)-9'-phenyl-2,3'-bi-9H-carbazole C1(=CC=CC=C1)C1=NC(=NC(=C1)C1=CC=CC=C1)N1C2=CC=CC=C2C=2C=CC(=CC12)C=1C=CC=2N(C3=CC=CC=C3C2C1)C1=CC=CC=C1